3-(4-(4-(Piperidin-4-yl)piperazin-1-yl)phenyl)piperidine-2,6-dione N1CCC(CC1)N1CCN(CC1)C1=CC=C(C=C1)C1C(NC(CC1)=O)=O